FC1=CC=C(C=C1)[C@@H](C(=O)NC1=NC=CC(=C1)C1=C(C=2C(NC(CC2N1)(C)C)=O)C1=CC=C(C=C1)F)C (2S)-2-(4-Fluorophenyl)-N-{4-[3-(4-fluorophenyl)-6,6-dimethyl-4-oxo-4,5,6,7-tetrahydro-1H-pyrrolo[3,2-c]pyridin-2-yl]pyridin-2-yl}propanamid